((1RS,3SR)-5'-Bromo-4'-chloro-1',2'-dihydrospiro[cyclopentane-1,3'-pyrrolo[2,3-b]pyridin]-3-yl)methanol BrC=1C(=C2C(=NC1)NC[C@]21C[C@H](CC1)CO)Cl |r|